2-[di(1-adamantyl)phosphino]-3,6-dimethoxy-2',4',6'-triisopropylbiphenyl C12(CC3CC(CC(C1)C3)C2)P(C2=C(C(=CC=C2OC)OC)C2=C(C=C(C=C2C(C)C)C(C)C)C(C)C)C23CC1CC(CC(C2)C1)C3